2-[2-[4-(trifluoromethoxy)phenyl]sulfonyl-2,6-diazaspiro[3.3]heptane-6-carbonyl]-7-oxa-2,5-diazaspiro[3.4]octan-6-one FC(OC1=CC=C(C=C1)S(=O)(=O)N1CC2(C1)CN(C2)C(=O)N2CC1(C2)NC(OC1)=O)(F)F